N-(6-amino-5-cyclopropyl-3-pyridyl)-2-[(2R,5S)-2-(4-Fluorophenyl)-5-methyl-1-piperidyl]-2-oxo-acetamide NC1=C(C=C(C=N1)NC(C(=O)N1[C@H](CC[C@@H](C1)C)C1=CC=C(C=C1)F)=O)C1CC1